C(CC)(=O)O.C(C1=CC=CC=C1)(=O)C=1C=C(C=CC1)N=C(N)N 2-(3-benzoyl-phenyl)guanidine propionate